CN1C(=CC2=CC=CC(=C12)C)[Si](CC)(CC)CC 1,7-Dimethyl-2-(triethylsilyl)-1H-indole